BrC=1N=C(N(N1)C1=NC=C(C=C1)OCC(F)F)C(C)NC(C1=CC(=CC(=C1)C(F)(F)F)Cl)=O N-[1-[5-bromo-2-[5-(2,2-difluoroethoxy)-2-pyridyl]-1,2,4-triazol-3-yl]ethyl]-3-chloro-5-(trifluoromethyl)benzamide